N=1N2C(=C(C1)C1=CN3C(S1)=C(C=N3)C(=O)NC=3C(=NC=C(C3)NC(CNCCC)=O)C)CCC2 2-(5,6-dihydro-4H-pyrrolo[1,2-b]pyrazol-3-yl)-N-(2-methyl-5-(2-(propylamino)acetamido)pyridin-3-yl)pyrazolo[5,1-b]thiazole-7-carboxamide